C(N)(=O)C=1C(=NC(=NC1)N1CCN(CCC1)C(=O)OC(C)(C)C)NC=1C=NC(=CC1)C1CC1 tert-butyl 4-(5-carbamoyl-4-((6-cyclopropylpyridin-3-yl)amino)pyrimidin-2-yl)-1,4-diazepane-1-carboxylate